(ethylamino)piperidine-1-carboxylic acid tert-butyl ester C(C)(C)(C)OC(=O)N1C(CCCC1)NCC